FC=1C=C(C=CC1N1CCOCC1)NC1=NC=CC(=N1)NC1=NC(=NC=C1)C1=NC(=CC=C1)C N2-(3-fluoro-4-morpholino-phenyl)-N4-[2-(6-methyl-2-pyridyl)pyrimidin-4-yl]pyrimidine-2,4-diamine